C(C)(=O)C1=C(C2=C(N=C(N=C2)NC=2C=NC(=CC2)N2CCN(CC2)CC2=CC=C(C=C2)CO[Si](C)(C)C(C)(C)C)N(C1=O)C1CCCC1)C 6-acetyl-2-((6-(4-(4-(((tert-butyldimethylsilyl)oxy)methyl)benzyl)-piperazin-1-yl)pyridin-3-yl)amino)-8-cyclopentyl-5-methylpyrido[2,3-d]pyrimidin-7(8H)-one